FC(C1=NN(C(=C1)C)C1=NC(=CC=C1CO)N1C=NC2=C1C=C(C(=C2)NC=2N=NC(=CC2)C)F)F [2-[3-(difluoromethyl)-5-methyl-pyrazol-1-yl]-6-[6-fluoro-5-[(6-methylpyridazin-3-yl)amino]benzimidazol-1-yl]-3-pyridyl]methanol